CCC(=O)N(C1=CC=CC=C1)C2(CCN(CC2C)CCC3=CC=CC=C3)C(=O)OC The molecule is the carboxamide resulting from the formal condensation of the aryl amino group of methyl 4-anilino-3-methyl-1-(2-phenylethyl)piperidine-4-carboxylate with propanoic acid. It has a role as a mu-opioid receptor agonist and an opioid analgesic. It is a member of piperidines, a methyl ester, a tertiary amino compound and a tertiary carboxamide.